N-(4-(4-amino-5-(4-(pyrrolidine-1-carbonyl)phenyl)-7H-pyrrolo[2,3-d]pyrimidin-6-yl)phenyl)methacrylamide NC=1C2=C(N=CN1)NC(=C2C2=CC=C(C=C2)C(=O)N2CCCC2)C2=CC=C(C=C2)NC(C(=C)C)=O